(1-((1H-imidazol-2-yl)sulfonyl)pyrrolidin-3-yl)(4-(6,7-difluoroquinolin-4-yl)piperazin-1-yl)methanone N1C(=NC=C1)S(=O)(=O)N1CC(CC1)C(=O)N1CCN(CC1)C1=CC=NC2=CC(=C(C=C12)F)F